FC1(CN(CC1)C1=C(N=CC=2N1N=C(N2)NC2CCN(CC2)S(=O)(=O)C)C=2C=NNC2)F (3,3-difluoropyrrolidin-1-yl)-N-(1-(methylsulfonyl)piperidin-4-yl)-6-(1H-pyrazol-4-yl)-[1,2,4]triazolo[1,5-a]pyrazin-2-amine